NC1CN(C1)C1=CC=C(C=N1)S(=O)(=O)NC1=C(N=CS1)C(=O)O 5-[6-(3-aminoazetidin-1-yl)pyridin-3-ylsulfonylamino]-1,3-thiazole-4-carboxylic acid